6-chloro-5-((4-(7-ethyl-[1,2,4]triazolo[1,5-a]pyridin-6-yl)piperidin-1-yl)sulfonyl)imidazo[2,1-b]thiazole ClC=1N=C2SC=CN2C1S(=O)(=O)N1CCC(CC1)C=1C(=CC=2N(C1)N=CN2)CC